spiro[cyclopentane-1,3'-indole] N1=CC2(C3=CC=CC=C13)CCCC2